C12C(=C(C(CC1)CC2)C(=O)OCCCC)C(=O)OCCCC dibutyl bicyclo[2.2.2]oct-2-ene-2,3-dicarboxylate